(E)-5-(5-(4-(2-(5-cyclopropyl-3-(3,5-dichloropyridin-4-yl)isoxazol-4-yl)vinyl)bicyclo[2.2.2]octan-1-yl)-1,2,4-oxadiazol-3-yl)-2-methoxy-N-(methylsulfonyl)benzamide C1(CC1)C1=C(C(=NO1)C1=C(C=NC=C1Cl)Cl)/C=C/C12CCC(CC1)(CC2)C2=NC(=NO2)C=2C=CC(=C(C(=O)NS(=O)(=O)C)C2)OC